C(C)(C)(C)[C@]1(N(C(OC1)(C)C)C(=O)O)C(OS(=O)(=O)C)C1C(N(C2(CC2)C1)C(=O)OC(C)(C)C)=O.N(=[N+]=[N-])CCCCCCC(C(O)=O)CCC[C@@H]1SC[C@@H]2NC(=O)N[C@H]12 6-azidohexanyl-biotin tert-butyl-(4R)-4-((4-(tert-butoxycarbonyl)-5-oxo-4-azaspiro[2.4]heptan-6-yl)((methylsulfonyl)oxy)methyl)-2,2-dimethyloxazolidine-3-carboxylate